CC1(CN(CCN1C(=O)C1CCC=2N(C1)N=CN2)C(=O)OC(C)(C)C)C tert-butyl 3,3-dimethyl-4-{5H,6H,7H,8H-[1,2,4]triazolo[1,5-a]pyridine-6-carbonyl}piperazine-1-carboxylate